CN(C1=CC=C(C=C1)C=CC=1OC(=CC(C1)=C(C#N)C#N)C)C [2-[2-[4-(Dimethylamino)phenyl]ethenyl]-6-methyl-4H-pyran-4-ylidene]propanedinitrile